5-methyl-6-[(2S,4R)-2-methylpiperidin-4-yl]pyridazin-3-amine dihydrochloride Cl.Cl.CC=1C=C(N=NC1[C@H]1C[C@@H](NCC1)C)N